lead arsenoate [As]([O-])([O-])([O-])=O.[Pb+2].[As]([O-])([O-])([O-])=O.[Pb+2].[Pb+2]